[Be].[Am] Americium-Beryllium